7-Methoxy-3,4-dihydroquinoline-1(2H)-carboxylic acid tert-butyl ester C(C)(C)(C)OC(=O)N1CCCC2=CC=C(C=C12)OC